7-((1-(1-(1-(4-amino-2-fluorophenyl)piperidin-4-yl)azetidin-3-yl)piperidin-4-yl)methoxy)-5-fluoro-2-(((tetrahydro-2H-pyran-4-yl)oxy)methyl)quinazolin-4(3H)-one NC1=CC(=C(C=C1)N1CCC(CC1)N1CC(C1)N1CCC(CC1)COC1=CC(=C2C(NC(=NC2=C1)COC1CCOCC1)=O)F)F